1-(5-(4-amino-1H-imidazol-1-yl)-2-methoxyphenyl)ethanone hydrochloride Cl.NC=1N=CN(C1)C=1C=CC(=C(C1)C(C)=O)OC